3-(hydroxymethyl)-N5-((1S,2S)-2-(methoxymethyl)cyclopropyl)-N7-methyl-3-phenyl-2,3-dihydrobenzofuran-5,7-dicarboxamide OCC1(COC2=C1C=C(C=C2C(=O)NC)C(=O)N[C@@H]2[C@H](C2)COC)C2=CC=CC=C2